6-bromo-3-(3-(trifluoromethoxy)phenyl)-[1,2,4]triazolo[4,3-a]pyridine BrC=1C=CC=2N(C1)C(=NN2)C2=CC(=CC=C2)OC(F)(F)F